[2-[6-[4-(2-tert-butoxycarbonyl-2,6-diazaspiro[3.3]heptan-6-yl)phenyl]-4-fluoro-1-oxo-isoindolin-2-yl]-2-(6,7-dihydro-5H-pyrrolo[1,2-c]imidazol-1-yl)acetyl]oxylithium C(C)(C)(C)OC(=O)N1CC2(C1)CN(C2)C2=CC=C(C=C2)C2=CC(=C1CN(C(C1=C2)=O)C(C(=O)O[Li])C2=C1N(C=N2)CCC1)F